2',7'-dibromospiro[benzo[mn]anthracene-7,9'-fluorene] BrC1=CC=2C3(C4=CC(=CC=C4C2C=C1)Br)C1=CC=CC=2C1=C(C1=CC=CC=C13)C=CC2